[F-].C(CCCCCC)[NH+]1CC(CC1)C 1-heptyl-3-methylpyrrolidinium fluoride salt